N-[[6-(4-methylpyridine-3-carbonyl)-6-azaspiro[2.5]octan-2-yl]methyl]furo[2,3-c]pyridine-2-carboxamide CC1=C(C=NC=C1)C(=O)N1CCC2(C(C2)CNC(=O)C2=CC=3C(=CN=CC3)O2)CC1